Pyrido[3',2':2,3]azepino[4,5-b]indol N1=CC=CC2=NC=CC=3C(N=C4C=CC=CC34)=C21